FC1(CC(C1)C1=NC2=C(N1[C@@H](COCC)C)C=C(C=C2)C=2C=C(C(N(C2)C)=O)C)F (R)-5-(2-(3,3-Difluorocyclobutyl)-1-(1-ethoxypropan-2-yl)-1H-benzo[d]imidazol-6-yl)-1,3-dimethylpyridin-2(1H)-one